(4aR,8aS)-6-[6-[[2-(trifluoromethyl)-[1,2,4]triazolo[1,5-b]pyridazin-6-yl]methyl]-2-azaspiro[3.3]heptane-2-carbonyl]-4,4a,5,7,8,8a-hexahydropyrido[4,3-b][1,4]oxazin-3-one FC(C1=NN2N=C(C=CC2=N1)CC1CC2(CN(C2)C(=O)N2C[C@@H]3[C@@H](OCC(N3)=O)CC2)C1)(F)F